(2R,3S)-2-(4-fluorophenyl)-1-(4-methoxyphenyl)-3-(2-oxo-2-phenylethyl)pyrrolidine FC1=CC=C(C=C1)[C@@H]1N(CC[C@H]1CC(C1=CC=CC=C1)=O)C1=CC=C(C=C1)OC